C(C)(C)(C)OC(=O)N1CCC(CC1)N1N=CC(=C1)B(O)O [1-(1-tert-butoxycarbonylpiperidin-4-yl)-1H-pyrazol-4-yl]boronic acid